BrC1=CC=C(C=C1)NC1=NC=C2C(=N1)N(N(C2=O)CC=C)C2=NC(=CC=C2)NC2CCNCC2 6-[(4-bromophenyl)amino]-1-{6-[(piperidin-4-yl)amino]pyridin-2-yl}-2-(prop-2-en-1-yl)-1H,2H,3H-pyrazolo[3,4-d]pyrimidin-3-one